ClC=1C=C(NC2(CCC3(C(=CC4=CC=CC=C34)C[C@@H](C#CCCC)COC3=C4C(=NC=C3)C=CS4)CC2)C(=O)OC)C=CC1 methyl (1r,4S)-4-(3-chloroanilino)-2'-[(2S)-2-{[(thieno[3,2-b]pyridin-7-yl)oxy]methyl}hept-3-yn-1-yl]spiro[cyclohexane-1,1'-indene]-4-carboxylate